7-(2-chloro-3-methoxyphenyl)benzothiazol-2-ylcarbamic acid tert-butyl ester C(C)(C)(C)OC(NC=1SC2=C(N1)C=CC=C2C2=C(C(=CC=C2)OC)Cl)=O